C(CCCCCCCCCCCCCCC)(=O)OCC(OC(CCCCCCC\C=C/CCCCCCCC)=O)COP(=O)(O)OCCN 1-palmitoyl-2-oleoyl-glycero-3-phosphoethanolamine